5-(2-{2-[N-({2-Methoxy-[1,1'-biphenyl]-4-yl}methyl)formamido]phenyl}ethynyl)pyridin COC1=C(C=CC(=C1)CN(C=O)C1=C(C=CC=C1)C#CC=1C=CC=NC1)C1=CC=CC=C1